BrC1=C(C=O)C(=CC(=C1)CC)Br 2,6-dibromo-4-ethylbenzaldehyde